ethyl-imino-oxo-lambda6-thiolane C(C)C1S(CCC1)(=O)=N